C(CCCCC)(=O)NCC(=O)O caproyl-glycine